ClC1=CC=C(C=C1)C=1C(=CC=C(C1)F)C(=O)O 4'-chloro-5-fluoro[1,1'-biphenyl]-2-carboxylic acid